n-Pentylphenyldithiocarbamate C(CCCC)SC(NC1=CC=CC=C1)=S